N-(3-((1,2,3,4-tetrahydroacridin-9-yl)amino)propyl)piperidine-3-carboxamide C1CCCC2=NC3=CC=CC=C3C(=C12)NCCCNC(=O)C1CNCCC1